C1(CC1)S(=O)(=O)N1N=CC(=C1)C1=NC=CC(=N1)C1(NC=C(C(=C1)NC(C)C)C1=NN(C=C1)CC(F)F)N 2-(2-(1-(Cyclopropylsulfonyl)-1H-pyrazol-4-yl)pyrimidin-4-yl)-5-(1-(2,2-difluoroethyl)-1H-pyrazol-3-yl)-N4-isopropylpyridine-2,4-diamine